tert-butyl 3-(2-oxoethoxy)pyrrolidine-1-carboxylate O=CCOC1CN(CC1)C(=O)OC(C)(C)C